Ethyl 2-(4-bromo-2-(3-(3-(((6-chloropyridin-2-yl)oxy)methyl)-6-cyanopyridin-2-yl)propyl)-5-methylphenyl)acetate BrC1=CC(=C(C=C1C)CC(=O)OCC)CCCC1=NC(=CC=C1COC1=NC(=CC=C1)Cl)C#N